tert-butyl N-[3-({2-[4,7,10-tris(2-tert-butoxy-2-oxoethyl)-1,4,7,10-tetraazacyclododecan-1-yl]acetamido}methyl)benzoyl]-L-methionylglycyl-N6-[(benzyloxy)carbonyl]-L-lysinate C(C)(C)(C)OC(CN1CCN(CCN(CCN(CC1)CC(OC(C)(C)C)=O)CC(OC(C)(C)C)=O)CC(=O)NCC=1C=C(C(=O)N[C@@H](CCSC)C(=O)NCC(=O)N[C@@H](CCCCNC(=O)OCC2=CC=CC=C2)C(=O)OC(C)(C)C)C=CC1)=O